Ethyl 4-[3-[2,4-difluoro-3-(methansulfonamido)benzoyl]-1H-pyrazolo[3,4-b]pyridin-5-yl]benzoat FC1=C(C(=O)C2=NNC3=NC=C(C=C32)C3=CC=C(C(=O)OCC)C=C3)C=CC(=C1NS(=O)(=O)C)F